BrC1=C2C(C3CC(C2=CC=C1N(CC1=CC=CC=C1)CC1=CC=CC=C1)C3)=O 5-bromo-6-(dibenzylamino)-2,3-dihydro-1,3-methanonaphthalen-4(1H)-one